NCC(=O)NCC(=O)O.C(C)(=O)NCC(=O)N acetyl-glycinamide glycyl-glycinate